C1(CC1)C=1C(=NC(=NC1)NC1=CC=C(C=C1)OCCOC)OC=1C=C(C=CC1)NC(C=C)=O N-(3-(5-cyclopropyl-2-(4-(2-methoxyethoxy)phenylamino)pyrimidin-4-yloxy)phenyl)acrylamide